7-(2-(1-methyl-1H-pyrazol-4-yl)tetrahydro-2H-pyran-4-yl)-4H-pyrazino[1,2-a]pyrimidin-4-one CN1N=CC(=C1)C1OCCC(C1)C=1N=CC=2N(C(C=CN2)=O)C1